C(C1=CC=CC=C1)OC=1C=C(C2=CC=CC=C2C1)C1=C(C=2N=C(N=C(C2C=N1)N1C[C@H]2CC[C@@H](C1)N2C(=O)OC(C)(C)C)OCC21CCCN1CCC2)F tert-butyl (1R,5S)-3-(7-(3-(benzyloxy)naphthalen-1-yl)-8-fluoro-2-((tetrahydro-1H-pyrrolizin-7a(5H)-yl)methoxy)pyrido[4,3-d]pyrimidin-4-yl)-3,8-diazabicyclo[3.2.1]octane-8-carboxylate